sec-butyl (S)-5-fluoro-3-((R)-5-isopropyl-3-(isoquinolin-1-yl)-4,5-dihydroisoxazole-5-carboxamido)-4-oxopentanoate FCC([C@H](CC(=O)OC(C)CC)NC(=O)[C@@]1(CC(=NO1)C1=NC=CC2=CC=CC=C12)C(C)C)=O